6-diazo-5-oxo-l-norleucine [N+](=[N-])=CC(CC[C@H](N)C(=O)O)=O